[4-[3-fluoro-5-(trifluoromethyl)pyridin-2-yl]piperazin-1-yl]-[5-methylsulfonyl-2-[(2S)-1,1,1-trifluoropropan-2-yl]oxyphenyl]methanone bromide [Br-].FC=1C(=NC=C(C1)C(F)(F)F)N1CCN(CC1)C(=O)C1=C(C=CC(=C1)S(=O)(=O)C)O[C@H](C(F)(F)F)C